2-(3-(1-(tert-Butoxycarbonyl)cyclopropyl)ureido)-4-methyl-5-(2H-1,2,3-triazol-2-yl)thiophene-3-carboxylic acid ethyl ester C(C)OC(=O)C1=C(SC(=C1C)N1N=CC=N1)NC(=O)NC1(CC1)C(=O)OC(C)(C)C